FC(CNC(=O)CNC(=O)C=1SC(=CC1C)C1=NO[C@](C1)(C(F)(F)F)C1=CC(=C(C(=C1)Cl)Cl)Cl)(F)F (S)-5-[5-(3,4,5-trichloro-phenyl)-5-trifluoromethyl-4,5-dihydro-isoxazol-3-yl]-3-methyl-thiophene-2-carboxylic acid [(2,2,2-trifluoro-ethylcarbamoyl)-methyl]-amide